N1(CCOCC1)CCN1N=CC=C1 1-[2-(morpholin-4-yl)ethyl]-1H-pyrazol